3-(4-Chloro-1,3-thiazol-5-yl)-3-(oxan-2-yloxy)propan-1-ol ClC=1N=CSC1C(CCO)OC1OCCCC1